IC=1C=CC(=C(C1)N1C(N(C(CC1)=O)CNC(CCC(=O)O)=O)=O)OC 4-(((3-(5-iodo-2-methoxyphenyl)-2,6-dioxotetrahydropyrimidin-1(2H)-yl)methyl)amino)-4-oxobutanoic acid